5-bromo-N-(2-(4-methylpiperazin-1-yl)-5-(4-((3-morpholinopropyl)carbamoyl)-1H-1,2,3-triazol-1-yl)phenyl)pyrimidine-2-carboxamide BrC=1C=NC(=NC1)C(=O)NC1=C(C=CC(=C1)N1N=NC(=C1)C(NCCCN1CCOCC1)=O)N1CCN(CC1)C